5-(2-((R or S)-3-(ethoxy(pyridin-3-yl)methyl)-3-(2-(5-fluorothiophen-2-yl)ethyl)pyrrolidin-1-yl)butan-2-yl)-2-methylpyridine C(C)OC([C@]1(CN(CC1)C(C)(CC)C=1C=CC(=NC1)C)CCC=1SC(=CC1)F)C=1C=NC=CC1 |o1:4|